C(C)C=1C=NC(=NC1)N1CCC(CC1)CCCOC1=CC(=C(C(=C1)F)C1=NOC(=N1)C(CO)(C)C)F 2-(3-(4-(3-(1-(5-ethylpyrimidin-2-yl)piperidin-4-yl)propoxy)-2,6-difluorophenyl)-1,2,4-oxadiazol-5-yl)-2-methylpropan-1-ol